zirconium (IV) dibutyl oxide C(CCC)OCCCC.[Zr+4]